OCCCC(=O)SCCNC(CCNC([C@@H](C(COP(OP(OC[C@@H]1[C@H]([C@H]([C@@H](O1)N1C=NC=2C(N)=NC=NC12)O)OP(=O)(O)O)(=O)O)(=O)O)(C)C)O)=O)=O 4-HYDROXYBUTYRYL-COA